bis(8-oxo-8-(pentadecan-7-yloxy)octyl) 2-(((2-((4-(benzyloxy)butyl)(methyl)amino)ethoxy)carbonyl)oxy)pentanedioate C(C1=CC=CC=C1)OCCCCN(CCOC(=O)OC(C(=O)OCCCCCCCC(OC(CCCCCC)CCCCCCCC)=O)CCC(=O)OCCCCCCCC(OC(CCCCCC)CCCCCCCC)=O)C